propyl N,N-dihexylaminoacetate C(CCCCC)N(CCCCCC)CC(=O)OCCC